(S)-(-)-1,1'-Bi(2-naphthol) C1=CC=C2C(=C1)C=CC(=C2C3=C(C=CC4=CC=CC=C43)O)O